2-fluoro-[1,1'-biphenyl]-4-carbonitrile FC1=C(C=CC(=C1)C#N)C1=CC=CC=C1